C1(CC1)C1=NC=NC(=C1C=1N=C2CCCC=3C2=C(N1)N(N3)CC3=CC(=C(C=C3)C=3N(C=C(N3)C(F)(F)F)C)F)OC 4-(4-cyclopropyl-6-methoxypyrimidin-5-yl)-2-(3-fluoro-4-(1-methyl-4-(trifluoromethyl)-1H-imidazol-2-yl)benzyl)-2,6,7,8-tetrahydropyrazolo[3,4,5-de]quinazoline